BrC=1C(=NN2C1OCC1(C2)COC1)C1=CC=C(C=C1)F 3'-Bromo-2'-(4-fluorophenyl)-5'H,7'H-spiro[oxetane-3,6'-pyrazolo[5,1-b][1,3]oxazine]